ClC1=CC(=NC=C1C(=O)NOCC)Cl 4,6-dichloro-N-ethyl-Oxynicotinamide